tert-butyl N-[(1S,2S)-2-methylcyclopropyl]carbamate C[C@@H]1[C@H](C1)NC(OC(C)(C)C)=O